(3-(3-chlorophenyl)-2,7-dimethyl-2,4,5,7-tetrahydro-6H-pyrazolo[3,4-c]pyridin-6-yl)(quinoxalin-6-yl)methanone ClC=1C=C(C=CC1)C=1N(N=C2C(N(CCC21)C(=O)C=2C=C1N=CC=NC1=CC2)C)C